(S)-2-allyl-5-((4-((2-hydroxy-1-phenylethyl)amino)-5-(3-morpholino-1,2,4-oxadiazol-5-yl)pyridin-2-yl)amino)-3,3-dimethylisoindolin-1-one C(C=C)N1C(C2=CC=C(C=C2C1(C)C)NC1=NC=C(C(=C1)N[C@H](CO)C1=CC=CC=C1)C1=NC(=NO1)N1CCOCC1)=O